1,3,5-trimethyl-4-pyrazoleamine CN1N=C(C(=C1C)N)C